(4-(2-chlorophenyl)thiazol-2-yl)-5-(4-methylpiperazine-1-carbonyl)picolinamide ClC1=C(C=CC=C1)C=1N=C(SC1)C=1C(=NC=C(C1)C(=O)N1CCN(CC1)C)C(=O)N